CC1(CCCC1)CC=1OC(=CN1)C=1C=CC(=NC1C1=CC=C2C=CC=NC2=C1)C#N 5-(2-((1-Methylcyclopentyl)methyl)oxazol-5-yl)-6-(chinolin-7-yl)picolinonitril